N1=C(C=NC(=C1)C(=O)N)C(=O)N 2,5-pyrazinedicarboxamide